(R)-4-(4-methylpiperazin-1-yl)-3-(4-methylphenyl)-N-((R)-1-(2-(trifluoromethyl)pyrimidin-5-yl)ethyl)-4,5-dihydro-1H-pyrazol-1-carboxamide CN1CCN(CC1)[C@H]1C(=NN(C1)C(=O)N[C@H](C)C=1C=NC(=NC1)C(F)(F)F)C1=CC=C(C=C1)C